1-(2-chloro-9-cyclopentyl-5-methyl-6-oxo-6,7,8,9-tetrahydro-5H-pyrimido[4,5-b][1,4]diazepin-7-yl)ethyl methanesulfonate CS(=O)(=O)OC(C)C1C(N(C2=C(N(C1)C1CCCC1)N=C(N=C2)Cl)C)=O